7-(6-Chloro-4,5-dimethylpyridazin-3-yl)-4-(trifluoromethyl)-1H-benzo[d][1,2,3]triazole ClC1=C(C(=C(N=N1)C1=CC=C(C2=C1NN=N2)C(F)(F)F)C)C